OCCC1=CN(C(C2=CC=C(C=C12)C=1C(=NOC1)C)=O)CC=1C=C(C(=O)NC)C=CC1 3-((4-(2-hydroxyethyl)-6-(3-methylisoxazol-4-yl)-1-oxoisoquinolin-2(1H)-yl)methyl)-N-methylbenzamide